6-isopropyl-6-methylpyridin-2(1H)-one C(C)(C)C1(C=CCC(N1)=O)C